(2S)-1-[(2-Methyl-6-{[(2-methylbiphenyl-3-yl)amino]carbonyl}pyridin-3-yl)methyl]piperidin CC1=NC(=CC=C1CN1CCCCC1)C(=O)NC=1C(=C(C=CC1)C1=CC=CC=C1)C